(p-aminophenyl)-porphyrin NC1=CC=C(C=C1)C1=C2NC(=C1)C=C1C=CC(=N1)C=C1C=CC(N1)=CC=1C=CC(N1)=C2